BrCCCCOC1=CC=C(C=C1)NC1=CC=C(C=C1)OCCCCBr 4-(4-bromobutoxy)-N-(4-(4-bromobutoxy)phenyl)-N-phenylamine